C([C@@H](C(=O)[O-])N)SSC[C@@H](C(=O)[O-])N The molecule is the L-alpha-amino acid anion that is a conjugate base of L-cystine, formed by loss of a proton from each of the carboxy groups. It is the major microspecies at pH > 9.4. It has a role as a human metabolite. It is a conjugate base of a L-cystine.